C1(CCCC1)NC(=O)C1=CC2=C(N=C(S2)[C@H]2[C@@H](CN(CC2)C)O)C=C1 |r| rac-N-cyclopentyl-2-((3S,4R)-3-hydroxy-1-methylpiperidin-4-yl)-benzo[d]thiazole-6-carboxamide